3-(tetrahydrofuran-3-yl)-5-(5-(trifluoromethyl)-4-((2-(trimethylsilyl)ethoxy)methyl)-4H-1,2,4-triazol-3-yl)pyridinecarbaldehyde O1CC(CC1)C=1C(=NC=C(C1)C1=NN=C(N1COCC[Si](C)(C)C)C(F)(F)F)C=O